C1=C(CCCCCCCCCCCCCCCCCC(C)C)O1 epoxyisodocosene